ClC=1C=NC=C(C1[C@@H](C)OC=1C=C2C(=NN(C2=CC1)C1OCCCC1)C=1C=C(C(=NC1)N1CC(C1)(N)C1CCOCC1)F)Cl [5-[5-[(1R)-1-(3,5-dichloro-4-pyridinyl)ethoxy]-1-tetrahydropyran-2-yl-indazol-3-yl]-3-fluoro-2-pyridinyl]-3-tetrahydropyran-4-yl-azetidin-3-amine